(S)-2'-((4-amino-5-(4-(2-oxopyrrolidin-1-yl)phenyl)pyrimidin-2-yl)amino)-6a',7'-dihydro-6'H,9'H-spiro[cyclopropane-1,8'-pyrido[2,3-b]pyrrolo[1,2-d][1,4]oxazin]-9'-one NC1=NC(=NC=C1C1=CC=C(C=C1)N1C(CCC1)=O)NC1=CC2=C(OC[C@H]3N2C(C2(C3)CC2)=O)N=C1